NC=1C(NC2=CC=C(C=C2C1C1=C2C=NNC2=C(C=C1)Cl)C1CNC1)=O 3-Amino-6-(azetidin-3-yl)-4-(7-chloro-1H-indazol-4-yl)-1H-quinolin-2-one